6-(3-amino-5-fluoro-6-(4-(4-isopropylpiperazin-1-yl)phenyl)pyrazin-2-yl)-4-chloro-3-methylisoquinolin-1(2H)-one NC=1C(=NC(=C(N1)F)C1=CC=C(C=C1)N1CCN(CC1)C(C)C)C=1C=C2C(=C(NC(C2=CC1)=O)C)Cl